ClC1=C(C=NC2=C1N(C=1C=CC(=CC21)CN2CCN(CC2)C(=O)OC(C)(C)C)CC(F)(F)F)C#N tert-butyl 4-[[4-chloro-3-cyano-5-(2,2,2-trifluoroethyl)pyrido[3,2-b]indol-8-yl]methyl]piperazine-1-carboxylate